NC1=C(C(=O)OC)C=C(C=C1)OCC1=CC=C(C=C1)Cl methyl 2-amino-5-(4-chlorobenzyloxy)benzoate